5-(2-chloro-3-fluorophenyl)-3-((3-methoxyphenylethyl)amino)-4H-benzo[e][1,2,4]thiadiazine 1,1-dioxide ClC1=C(C=CC=C1F)C1=CC=CC2=C1NC(=NS2(=O)=O)NCCC2=CC(=CC=C2)OC